C(C)OCC=1C=C2NC=3C=CC(=CC3C(C2=CC1)(C)C)CN1CCN(CC1)CCNCCOCCO 2-(2-((2-(4-((6-(ethoxymethyl)-9,9-dimethyl-9,10-dihydroacridin-2-yl)methyl)piperazin-1-yl)ethyl)amino)ethoxy)ethan-1-ol